3-(allyloxy)-1-methyl-6-nitro-1H-indazole C(C=C)OC1=NN(C2=CC(=CC=C12)[N+](=O)[O-])C